3-(3-chloro-7-oxo-pyrrolo[2,3,4-de]phthalazin-8(7H)-yl)piperidine-2,6-dione ClC=1N=NC2=C3C(=CC=CC13)C(N2C2C(NC(CC2)=O)=O)=O